BrC=CC1=CC=CC=C1 alpha-Bromostyrol